CC(C)(C)OC(=O)NCC1[C@H]2[C@@H]1CNC2 tert-butyl (((1R,5S,6r)-3-azabicyclo[3.1.0]hexan-6-yl)methyl)carbamate